C(#C)C=1CCN(CC1)C(CCOC)=O 1-(4-ethynyl-3,6-dihydropyridin-1(2H)-yl)-3-methoxypropan-1-one